C(CCCCCCCCCCC\C=C/CCCCCCCC)(=O)O.C(CCCCCCCCCCC\C=C/CCCCCCCC)(=O)O.OCC(O)CO.OCC(O)CO.OCC(O)CO Triglycerol Dierucate